Methyl 5-methyl-1-(5-methylpyridin-2-yl)-4-((trimethylsilyl)ethynyl)-1H-imidazole-2-carboxylate CC1=C(N=C(N1C1=NC=C(C=C1)C)C(=O)OC)C#C[Si](C)(C)C